C(#N)C(C(=O)O)=CC1=CC(=CC=C1)OC 2-Cyano-3-(3-methoxyphenyl)acrylic acid